BrOC=1C(CO)=CC=CC1 bromosalicyl alcohol